COC=1C=C(C=C(C1C(=C)C)OC)CO [3,5-dimethoxy-4-(prop-1-en-2-yl)phenyl]methanol